Tert-butyl 3-methyl-4'-(trifluoromethyl)-2',3',4',5'-tetrahydro-[1,1'-biphenyl]-2-carboxylate CC1=C(C(=CC=C1)C=1CCC(CC1)C(F)(F)F)C(=O)OC(C)(C)C